4-chloro-2-(methoxymethyl)-1H-pyrrolo[2,3-b]Pyridine ClC1=C2C(=NC=C1)NC(=C2)COC